C1(=CC=CC=C1)N1N=CC=C1C(=O)O 1-phenyl-1H-pyrazole-5-carboxylic acid